C(C1=CC=CC=C1)OC=1C=2C(N=C(N1)C=1C=C(C=3N(N1)C=C(N3)C)C)=CN(N2)CC2=CC=C(C=C2)OC 7-benzyloxy-5-(2,8-dimethylimidazo[1,2-b]pyridazin-6-yl)-2-[(4-methoxyphenyl)methyl]pyrazolo[4,3-d]pyrimidine